2-(((2S,4R,5R)-5-ethyl-2-methylpiperidin-4-yl)oxy)-5-isopropoxypyridine C(C)[C@H]1[C@@H](C[C@@H](NC1)C)OC1=NC=C(C=C1)OC(C)C